dihydroxyphosphine OPO